[3-[4-(4-chloro-2-methylsulfonyl-phenyl)phenyl]azetidin-1-yl]-[6-(triazol-1-yl)-2-azaspiro[3.3]heptan-2-yl]methanone ClC1=CC(=C(C=C1)C1=CC=C(C=C1)C1CN(C1)C(=O)N1CC2(C1)CC(C2)N2N=NC=C2)S(=O)(=O)C